iron-aluminum oxyhydroxide O(O)O.[Al].[Fe]